5'-chloro-2'-[2-(pyridin-2-yl)pyrrolidine-1-carbonyl]-7',8'-dihydro-6'H-spiro[cyclohexane-1,9'-furo[2,3-f]quinazoline]-7'-one ClC=1C=C2C(=C3C4(NC(NC13)=O)CCCCC4)OC(=C2)C(=O)N2C(CCC2)C2=NC=CC=C2